2-(4-methoxy-1H-indole-2-carbonyl)octahydrocyclopenta[c]pyrrole-1-carboxamide COC1=C2C=C(NC2=CC=C1)C(=O)N1C(C2C(C1)CCC2)C(=O)N